C(=O)(O)C1=CC(=[N+](C=C1)[O-])C(C(F)(F)F)O 4-carboxy-2-(2,2,2-trifluoro-1-hydroxyethyl)pyridine 1-oxide